(R)-ethyl 2-((2S,3R)-2-(4-chlorophenyl)-5-oxo-3-((triisopropylsilyl)ethynyl)morpholino)pentanoate ClC1=CC=C(C=C1)[C@@H]1OCC(N([C@@H]1C#C[Si](C(C)C)(C(C)C)C(C)C)[C@@H](C(=O)OCC)CCC)=O